C(C)(C)(C)C1=NN(C(=C1)NC(NC1=C(C=C(OC2=CC(=NC=C2)C(=O)NC)C=C1)SC)=O)C=1C=C2C=CC=NC2=CC1 4-(4-(3-(3-(tert-butyl)-1-(quinolin-6-yl)-1H-pyrazol-5-yl)ureido)-3-(methylthio)phenoxy)-N-methylpyridinamide